[C@H]12CN(C[C@H](CC1)N2)C=2N=C(C(=C1C(=C(N=CC21)C2=CC(=CC1=CC=C(C(=C21)C#C)F)O)F)C)C(C)(CCN(C)C)C 4-(8-((1R,5S)-3,8-diazabicyclo[3.2.1]octan-3-yl)-6-(4-(dimethylamino)-2-methylbutan-2-yl)-4-fluoro-5-methyl-2,7-naphthyridin-3-yl)-5-ethynyl-6-fluoronaphthalen-2-ol